CN1N=C2C=CC(=C(C2=C1)C)C1=NNC2=NC(=CN=C21)N2C[C@@H]1[C@]([C@@H]1CC2)(C2=C(C=CC=C2)F)CN ((1S,6R,7R)-3-(3-(2,4-dimethyl-2H-indazol-5-yl)-1H-pyrazolo[3,4-b]pyrazin-6-yl)-7-(2-fluorophenyl)-3-azabicyclo[4.1.0]heptan-7-yl)methanamine